FC1(CN(C1)C=1C=CC(NN1)=O)F 6-(3,3-difluoroazetidin-1-yl)-2,3-dihydropyridazin-3-one